5-(4-bromophenyl)-1,3,4-oxadiazole-2-carboxylic acid BrC1=CC=C(C=C1)C1=NN=C(O1)C(=O)O